Isobutyl-(methyl)carbamic acid chloromethyl ester ClCOC(N(C)CC(C)C)=O